COCCN(C=1N=C(C2=C(N1)C(=NC(=N2)N(CCOC)CCOC)N2CCN(CC2)C2=NN(C=N2)C)N2CCN(CC2)C2=NN(C=N2)C)CCOC N2,N2,N6,N6-tetrakis(2-methoxyethyl)-4,8-bis(4-(1-methyl-1H-1,2,4-triazol-3-yl)piperazin-1-yl)pyrimido[5,4-d]pyrimidine-2,6-diamine